C1\C=C/CCCCCCCCCCCCC(=O)OC1=O cis-2-pentadecene-1,15-dicarboxylic anhydride